tert-butyl 4-(1-(ethoxycarbonyl)cyclopropyl)piperazine-1-carboxylate C(C)OC(=O)C1(CC1)N1CCN(CC1)C(=O)OC(C)(C)C